6-METHOXYHEXANOIC ACID COCCCCCC(=O)O